ClC1=NC=CC2=C1N=CO2 4-chlorooxazolo[4,5-c]pyridine